NC1=C2N=CN(C2=NC(=N1)F)[C@H]1[C@H]([C@@H]([C@](O1)(CO)CF)O)F (2R,3R,4S,5R)-5-(6-amino-2-fluoro-9H-purin-9-yl)-4-fluoro-2-(fluoromethyl)-2-(hydroxymethyl)tetrahydrofuran-3-ol